COC1=CC=C(C(=O)OC(=CC2=NC3=C(N2C)C=CC=C3)C3=CC=C(C=C3)OC)C=C1 1-(4-Methoxyphenyl)-2-(1-methyl-1H-benzo[d]imidazol-2-yl)vinyl 4-methoxybenzoate